CN1N=NN=C1C1=NN2C(CN(CCC2)C(=O)OC(C)(C)C)=C1 tert-butyl 2-(1-methyltetrazol-5-yl)-4,6,7,8-tetrahydropyrazolo[1,5-a][1,4]diazepine-5-carboxylate